((5-(aminomethyl)pyridin-2-yl)(imino)methyl)carbamic acid benzyl ester C(C1=CC=CC=C1)OC(NC(=N)C1=NC=C(C=C1)CN)=O